OC1=CC=C(C=C1)C1=CC(=C2C=NN(C2=C1)C1OCCCC1)O[C@@H]1C[C@H](C1)NC(OC(C)(C)C)=O tert-butyl trans-N-[3-[6-(4-hydroxyphenyl)-1-tetrahydropyran-2-yl-indazol-4-yl]oxycyclobutyl]carbamate